C1(CC1)C(O)C1=NC=CC=N1 cyclopropyl(pyrimidin-2-yl)methanol